FC1=C(C(=CC=C1)C)N1N=C2C(=CC1=O)NN=C2C2=CC=C1CCN(CC1=C2)C2CCN(CC2)C 5-(2-Fluoro-6-methylphenyl)-3-(2-(1-methylpiperidin-4-yl)-1,2,3,4-tetrahydroisochinolin-7-yl)-1H-pyrazolo[4,3-c]pyridazin-6(5H)-on